ClC=1C=C(C=C2C(C=C(OC12)C1=CC=C(C=C1)OC)=O)C#N 8-chloro-2-(4-methoxyphenyl)-4-oxo-chromene-6-carbonitrile